6-hydroxy-3'-methyl-4-pentyl-6-(prop-1-en-2-yl)[1,1'-bi(cyclohexane)] OC1(CC(CCC1C1CC(CCC1)C)CCCCC)C(=C)C